O1CCOCCC1 1,4-dioxepane